CC1(C(C2=C(C=CO2)CC1)NC1=C(C(C1=O)=O)NC1=C(C(=NC=C1)C(=O)N(C)C)O)C 4-((2-((6,6-dimethyl-4,5,6,7-tetrahydrobenzofuran-7-yl)amino)-3,4-dioxocyclobut-1-en-1-yl)amino)-3-hydroxy-N,N-dimethylpicolinamide